8-hydroxy-5-azaspiro[3.5]nonane-5-carboxylic acid tert-butyl ester C(C)(C)(C)OC(=O)N1C2(CCC2)CC(CC1)O